C(C1=CC=CC=C1)OC1=CC(=NC=2C=CC(=C(C12)C#N)OC)C=1C(=NC=C(C1C)C(F)(F)F)OC1=C(C(=C(C=C1)F)F)C 4-benzyloxy-2-[2-(3,4-difluoro-2-methyl-phenoxy)-4-methyl-5-(trifluoromethyl)-3-pyridyl]-6-methoxy-quinoline-5-carbonitrile